ClC1=C(NC=O)C=CC=C1 o-chloroformanilide